C(C=C)C1=CC(=C(OC(C(O[C@H]2[C@@H](CC[C@H](C2)C)C(C)C)C2=CC(=C(C=C2)O)OC)C)C(=C1)C)C 4-(2-(4-allyl-2,6-dimethylphenoxy)-1-(((1r,2s,5r)-2-isopropyl-5-methylcyclohexyl)oxy)propyl)-2-methoxyphenol